Cl.N[C@@H](C)C1=NC=NN1C=1SC(=CN1)C#N 2-[5-[(1S)-1-aminoethyl]-1,2,4-triazol-1-yl]thiazole-5-carbonitrile hydrochloride